(6-(2-(ethoxymethoxy)-6-methyl-4-(trifluoromethyl)phenyl)-4-methyl-2H-pyrazolo[3,4-b]pyridin-2-yl)piperidin-2-one C(C)OCOC1=C(C(=CC(=C1)C(F)(F)F)C)C=1C=C(C=2C(N1)=NN(C2)N2C(CCCC2)=O)C